(3-((Benzyloxy)methyl)-4-ethyl-5-oxo-4,5-dihydro-1H-1,2,4-triazol-1-yl)-2-(2-chloro-6-fluoro-4-nitrophenyl)-4-(3,3,3-trifluoroprop-1-en-2-yl)isoquinolin-1(2H)-one C(C1=CC=CC=C1)OCC1=NN(C(N1CC)=O)C=1N(C(C2=CC=CC=C2C1C(=C)C(F)(F)F)=O)C1=C(C=C(C=C1F)[N+](=O)[O-])Cl